3-((9H-fluoren-9-yl)methoxy)-3-oxopropyl 1-(4-(trifluoromethyl)phenyl)cyclobutyl fumarate C(\C=C\C(=O)OC1(CCC1)C1=CC=C(C=C1)C(F)(F)F)(=O)OCCC(=O)OCC1C2=CC=CC=C2C=2C=CC=CC12